Palladium (II) chloride Palladium (II) chloride [Pd](Cl)Cl.[Pd](Cl)Cl